O[C@@H]1[C@H](CCCC1)NC([C@](CC1=CNC2=CC=CC=C12)(C)NC(OC1C2CC3CC(CC1C3)C2)=O)=O 2-adamantyl N-[(2R)-1-[[(1S,2S)-2-hydroxycyclohexyl]amino]-3-(1H-indol-3-yl)-2-methyl-1-oxopropan-2-yl]carbamate